2-Chloro-5-((4-(2-(4-chlorophenyl)-8-fluoroimidazo[1,2-a]pyridin-3-yl)-1H-1,2,3-triazol-1-yl)methyl)benzamide ClC1=C(C(=O)N)C=C(C=C1)CN1N=NC(=C1)C1=C(N=C2N1C=CC=C2F)C2=CC=C(C=C2)Cl